2-[2-(1,1,2,2,2-pentafluoroethyl)-4-(prop-1-en-2-yl)imidazo[1,2-a]1,8-naphthyridin-8-yl]-1,3,4-oxadiazole FC(C(F)(F)F)(F)C=1C=C(C=2C=CC=3N(C2N1)C=C(N3)C=3OC=NN3)C(=C)C